C1(CCC1)NCC1=CC=2N(C=C1)N=CC2C(=O)OC methyl 5-((cyclobutylamino)methyl)pyrazolo[1,5-a]pyridine-3-carboxylate